N1(CCOCC1)CCCNC1=C(C=NN1)C(=O)N 5-[[3-(morpholin-4-yl)propyl]amino]pyrazole-4-carboxamide